(S)-N-(5-(4-(3-(cyanomethyl)-4-(2-fluoroacryloyl)piperazin-1-yl)quinazolin-6-yl)-2-methoxypyridin-3-yl)-2,4-difluorobenzenesulfonamide C(#N)C[C@H]1CN(CCN1C(C(=C)F)=O)C1=NC=NC2=CC=C(C=C12)C=1C=C(C(=NC1)OC)NS(=O)(=O)C1=C(C=C(C=C1)F)F